C[C@@]12[C@H](CC[C@@]3([C@@H]1[C@@H]([C@]45[C@H]3CC[C@](C4)(C(=C)C5)O)C(=O)OC)OC2=O)O The molecule is a gibberellin ester that is the methyl ester of gibberellin A1. It is a gibberellin ester, a lactone, an organic heteropentacyclic compound, a methyl ester, a tertiary alcohol and a secondary alcohol. It derives from a gibberellin A1.